[Cl-].C(CCCCCCCCCCCCCCCCCCCCC)[NH2+]C Behenyl-methyl-ammonium chloride